FC(C1=NC=C(C=C1CN1C(OCCC1)=O)C1=CC(=C(C=C1)F)C)F 3-[[2-(Difluoromethyl)-5-(4-fluoro-3-methyl-phenyl)-3-pyridyl]methyl]-1,3-oxazinan-2-one